4-(1-methylpiperidin-4-yl)-6-(trifluoromethyl)-1H-benzo[d]imidazole CN1CCC(CC1)C1=CC(=CC=2NC=NC21)C(F)(F)F